2,4,6-tri(1-phenylethyl)phenol C1(=CC=CC=C1)C(C)C1=C(C(=CC(=C1)C(C)C1=CC=CC=C1)C(C)C1=CC=CC=C1)O